(3R,4R)-1-((1R,2S)-2-Methyl-cyclopentyl)-4-{[5-(2,4,6-trifluoro-phenyl)-isoxazole-3-carbonyl]-amino}-piperidine-3-carboxylic acid (1-pyridin-2-yl-cyclopropyl)-amide N1=C(C=CC=C1)C1(CC1)NC(=O)[C@@H]1CN(CC[C@H]1NC(=O)C1=NOC(=C1)C1=C(C=C(C=C1F)F)F)[C@H]1[C@H](CCC1)C